FC=1C=C(C=CC1F)C1=C(N=C(C2=C(C=CC=C12)O)CCC(=O)OC(C)(C)C)C1CCOCC1 tert-butyl 3-[4-(3,4-difluorophenyl)-8-hydroxy-3-tetrahydropyran-4-yl-1-isoquinolyl]propanoate